CN1C(=NC(=C1C=1C=NC=NC1)C=1C=C2CN(C(C2=CC1)=O)C1C(NC(CC1)=O)=O)C 3-(5-(1,2-dimethyl-5-(pyrimidin-5-yl)-1H-imidazol-4-yl)-1-oxoisoindolin-2-yl)piperidine-2,6-dione